phosphoalcohol pyruvate C(C(=O)C)(=O)O.P(=O)(=O)O